(R)-2-((1R,3S,5S)-3-((3S,4R)-1-(5-fluoropyrimidin-2-yl)-3-methoxypiperidin-4-yl)-8-azabicyclo[3.2.1]octan-8-yl)-3-methylbutaneamide FC=1C=NC(=NC1)N1C[C@H]([C@H](CC1)C1C[C@H]2CC[C@@H](C1)N2[C@@H](C(=O)N)C(C)C)OC